N-(4-chlorobenzo[d]isoxazol-3-yl)-2-methyl-2H-benzo[d][1,2,3]triazole-4-sulfonamide ClC1=CC=CC2=C1C(=NO2)NS(=O)(=O)C2=CC=CC1=NN(N=C12)C